N-(5-bromo-2-(methylamino)-4-(trifluoromethyl)phenyl)-2-methoxyacetamide BrC=1C(=CC(=C(C1)NC(COC)=O)NC)C(F)(F)F